CC(C)(C)C=1C=C(C=C(C1O)C(C)(C)C)C(C(=O)OC)C methyl 3,5-bis(1,1-dimethylethyl)-4-hydroxy-phenylpropionate